1,4-Dihydro-2,6-dimethyl-5-nitro-4-[thieno[3,2-c]pyridin-3-yl]-3-pyridinecarboxylic acid, 1-methyl-2-propynyl ester CC=1NC(=C(C(C1C(=O)OC(C#C)C)C1=CSC2=C1C=NC=C2)[N+](=O)[O-])C